ONC(=O)C1=NC(=NC(=C1C1=C(C(=CC=C1)Cl)Cl)N)N1CCC(CC1)(C)N 6-amino-2-(4-amino-4-methyl-piperidin-1-yl)-5-(2,3-dichloro-phenyl)-pyrimidine-4-carboxylic acid hydroxyamide